perfluorovinylether FC(=C(F)F)OC(=C(F)F)F